C(#N)CC1=NC=CC=C1NC(OC(C)(C)C)=O tert-Butyl (2-(cyanomethyl)pyridin-3-yl)carbamate